N-(2,2-difluoroethyl)-5-fluoro-2-[3-methyl-6-(1-{[(1r,4r)-4-ethylsulfonylaminocyclohexyl]methyl}piperidin-4-yl)pyrrolo[1,2-a]pyrazin-8-yl]-N-(isopropyl)benzamide FC(CN(C(C1=C(C=CC(=C1)F)C=1C=C(N2C1C=NC(=C2)C)C2CCN(CC2)CC2CCC(CC2)NS(=O)(=O)CC)=O)C(C)C)F